B(O)(O)O.FC(C(=C)[K])(F)F Trifluoro(prop-1-en-2-yl)potassium borate